Rel-tert-butyl N-[3-methyl-5-[[2-[(2S,5R)-5-methyl-2-(4-Thiazol-2-Ylphenyl)-1-piperidyl]-2-oxo-acetyl]amino]-2-pyridyl]carbamate CC=1C(=NC=C(C1)NC(C(=O)N1[C@@H](CC[C@H](C1)C)C1=CC=C(C=C1)C=1SC=CN1)=O)NC(OC(C)(C)C)=O |o1:12,15|